methyl[piperidin-4-yl]-1H-benzimidazol-2-one CC1=CC=CC=2N(C(NC21)=O)C2CCNCC2